7-chloro-1-methyl-4-[4-(5-methyl-1,3-benzooxazol-2-yl)piperidin-1-yl]-2-oxo-1,2-dihydroquinoline-3-carbonitrile ClC1=CC=C2C(=C(C(N(C2=C1)C)=O)C#N)N1CCC(CC1)C=1OC2=C(N1)C=C(C=C2)C